Methyl N-(2-((S)-1-(2,3-difluorobenzyl)-5-oxopyrrolidin-2-yl)acetyl)-O-methyl-L-threoninate FC1=C(CN2[C@@H](CCC2=O)CC(=O)N[C@@H]([C@H](OC)C)C(=O)OC)C=CC=C1F